Cl.Cl.FC1(CNC2(C1)CCNCC2)F 3,3-Difluoro-1,8-diazaspiro[4.5]decane dihydrochloride